1-[[(4,5,6,7,8,9-Hexahydrocycloocta[b]thiophen-2-ylcarbonyl)amino]methyl]cyclobutanecarboxylic acid S1C2=C(C=C1C(=O)NCC1(CCC1)C(=O)O)CCCCCC2